(Z)-8-undecenylacetate C(CCCCCC\C=C/CC)CC(=O)[O-]